ClC=1C(=CC(=C(C1)C1=C2C=CC=NC2=C(C=C1)C[C@@H](C(=O)O)NC(C1=C(C=CC=C1Cl)Cl)=O)OC)F (S)-3-(5-(5-chloro-4-fluoro-2-methoxyphenyl)quinolin-8-yl)-2-(2,6-dichlorobenzoylamino)propionic acid